COC=1C=C(C=CC1OC)C1=CC=C(C=C1)N1C2=CC=CC=C2C=2C=CC=CC12 9-(3',4'-dimethoxy-[1,1'-biphenyl]-4-yl)-9H-carbazole